4-(6-fluoro-2-methoxy-3-methylquinoline-7-carbonyl)piperazine-1-carboxylate FC=1C=C2C=C(C(=NC2=CC1C(=O)N1CCN(CC1)C(=O)[O-])OC)C